(S)-2-amino-3-(4-((4-(ethylamino)-5-(trifluoromethyl)pyrimidin-2-yl)amino)-3-methoxyphenyl)propanoic acid N[C@H](C(=O)O)CC1=CC(=C(C=C1)NC1=NC=C(C(=N1)NCC)C(F)(F)F)OC